N[C@@H](CCC(=O)O)C(=O)NCCCCCCO N-glutamyl-6-aminohexanol